Propane-2-ol hydrochloride Cl.CC(C)O